Cl.FCC12OCC(C1)(C2)N 1-(fluoromethyl)-2-oxabicyclo[2.1.1]hexan-4-amine hydrogen chloride